O=C1NC(CCC1N1C(N(C2=C1C=CC=C2CCCOCC(CN(C(OC(C)(C)C)=O)C)(F)F)C)=O)=O Tert-butyl (3-(3-(1-(2,6-dioxopiperidin-3-yl)-3-methyl-2-oxo-2,3-dihydro-1H-benzo[d]imidazol-4-yl)propoxy)-2,2-difluoropropyl)(methyl)carbamate